FC=1C=C(C=CC1C(F)(F)F)CNC1CN(C1)C(=O)N1C[C@H](CC1)N1N=NN=C1 [3-[[3-Fluoro-4-(trifluoromethyl)phenyl]methylamino]azetidin-1-yl]-[(3S)-3-(tetrazol-1-yl)pyrrolidin-1-yl]methanone